4-(5-chloro-2-methoxy-phenyl)-N-[6-(4-ethylpiperazine-1-yl)thiazolo[4,5-b]pyrazine-2-yl]-6-methylpyridine-3-carboxamide ClC=1C=CC(=C(C1)C1=C(C=NC(=C1)C)C(=O)NC=1SC=2C(=NC=C(N2)N2CCN(CC2)CC)N1)OC